tert-butyl 13-(2,6-dimethylphenyl)-2,17,17-trioxo-10-oxa-17λ6-thia-3,6,14,16,23-pentaazatetracyclo[16.3.1.111,15.03,8]tricosa-1(21),11,13,15(23),18(22),19-hexaene-6-carboxylate CC1=C(C(=CC=C1)C)C=1C=C2OCC3CN(CCN3C(C3=CC=CC(S(NC(N1)=N2)(=O)=O)=C3)=O)C(=O)OC(C)(C)C